(6R)-6-({2-[4-(methylsulfanyl)phenyl][1,2,4]triazolo[1,5-c]quinazolin-5-yl}amino)-1,4-diazepan-5-one CSC1=CC=C(C=C1)C1=NN2C(=NC=3C=CC=CC3C2=N1)N[C@H]1C(NCCNC1)=O